O[C@H]1[C@@H](CCCC1)N1C2=C(OCC1)C(=C(N=N2)C2=CC=C1C(CCO1)=C2O)C 5-[8-[(1R,2R)-2-hydroxycyclohexyl]-4-methyl-6,7-dihydropyridazino[4,3-b][1,4]oxazin-3-yl]-2,3-dihydrobenzofuran-4-ol